FC(C=1OC(=NN1)C1=CC=2N(C=C1)C=C(N2)CC2=CC=C(C=C2)OC)F 2-(difluoromethyl)-5-(2-(4-methoxybenzyl)imidazo[1,2-a]pyridin-7-yl)-1,3,4-oxadiazole